N-(1-(1-(difluoromethyl)-1H-benzo[d]imidazol-2-yl)piperidin-4-yl)-3-(2,5-difluorophenyl)-1-methyl-1H-indazol-6-amine FC(N1C(=NC2=C1C=CC=C2)N2CCC(CC2)NC2=CC=C1C(=NN(C1=C2)C)C2=C(C=CC(=C2)F)F)F